C(C)C1=NC=CC(=C1C(=O)OC)OC Methyl 2-ethyl-4-methoxypyridine-3-carboxylate